2,2'-(propane-2,2-diyl)bis(4-methylphenol) CC(C)(C1=C(C=CC(=C1)C)O)C1=C(C=CC(=C1)C)O